N-(3-(2-amino-8-methyl-7-oxo-7,8-dihydropyrido[2,3-d]pyrimidin-6-yl)-2,4-difluorophenyl)-5-chloro-1,3-dimethyl-1H-pyrazole-4-sulfonamide NC=1N=CC2=C(N1)N(C(C(=C2)C=2C(=C(C=CC2F)NS(=O)(=O)C=2C(=NN(C2Cl)C)C)F)=O)C